CN1C=NC(=C1)C=1C=C(C(=O)OC)C=CC1NCC1=CC=C(C=C1)C(F)(F)F Methyl 3-(1-methylimidazol-4-yl)-4-[[4-(trifluoromethyl)phenyl]methylamino]benzoate